FC1=C(SC=2C1=NC=CC2C2=C(C(=O)N1C[C@H](CC1)N(C(OC(C)(C)C)=O)C)C(=CC(=N2)C(F)(F)F)C)CO tert-butyl (S)-(1-(2-(3-fluoro-2-(hydroxymethyl)thieno[3,2-b]pyridin-7-yl)-4-methyl-6-(trifluoromethyl)nicotinoyl)pyrrolidin-3-yl)(methyl)carbamate